ClC(=C)CC1=CC=C(C=C1)O 2-chloro-3-(4-hydroxyphenyl)-1-propene